BOC-arginine C(=O)(OC(C)(C)C)N[C@@H](CCCNC(N)=N)C(=O)O